C(C)(C)(C)OC(=O)N[C@H]1C[C@H](C[C@@H]2N(C1=O)[C@@H](CC2)C(=O)OC)C methyl (3S,6S,8R,9aR)-6-((tert-butoxycarbonyl)amino)-8-methyl-5-oxooctahydro-1H-pyrrolo[1,2-a]azepine-3-carboxylate